[1-(3,4-dihydroxyphenyl)ethyl]-4-fluoro-1H-imidazole-5-carboxylic acid ethyl ester C(C)OC(=O)C1=C(N=CN1C(C)C1=CC(=C(C=C1)O)O)F